3-azabicyclo[3.1.1]heptane-6-carboxylic acid hydrochloride Cl.C12CNCC(C1C(=O)O)C2